p-toluenesulfonyl-(tosyl) chloride C(C1=CC=CC=C1)S(=O)(=O)C1(CC=C(S(=O)(=O)Cl)C=C1)C